N-[(R)-2,2,2-trifluoro-1-methylethyl]-4-(1,7-diaza-7-spiro[4.4]nonyl)-5-(3,5-difluorophenyl)nicotinamide FC([C@@H](C)NC(C1=CN=CC(=C1N1CC2(CCCN2)CC1)C1=CC(=CC(=C1)F)F)=O)(F)F